NC1=C(C2=C(N=CN=C2C#CC2=CC=CC=C2)N1C1=C(C(=CC=C1C)OC)C)C(=O)N 6-amino-7-(3-methoxy-2,6-dimethylphenyl)-4-(phenylethynyl)-7H-pyrrolo[2,3-d]pyrimidine-5-Formamide